3-((S)-3-((R)-8-(1H-pyrazolo[4,3-b]pyridin-6-ylsulfonyl)-1-oxa-8-azaspiro[4.5]decan-3-ylamino)-2-hydroxypropoxy)-N-methylbenzenesulfonamide N1N=CC2=NC=C(C=C21)S(=O)(=O)N2CCC1(C[C@H](CO1)NC[C@@H](COC=1C=C(C=CC1)S(=O)(=O)NC)O)CC2